(R)-N-ethyl-1-(5-methoxy-4-(8-(pent-4-en-1-yl)imidazo[1,2-a]pyrazin-6-yl)pyridin-2-yl)ethan-1-amine C(C)N[C@H](C)C1=NC=C(C(=C1)C=1N=C(C=2N(C1)C=CN2)CCCC=C)OC